C(C)(C)(C)OC(=O)NS(=O)(=O)NC1CCN(CCC1)C(=O)OC(C)(C)C tert-butyl 4-((N-(tert-butoxycarbonyl)sulfamoyl)amino)azepane-1-carboxylate